NCCOCCOCCC(=O)NC=1C=C(C=CC1O)CCCC(C(=O)O)C 5-(3-(3-(2-(2-aminoethoxy)ethoxy)propionylamino)-4-hydroxyphenyl)-2-methylpentanoic acid